C(C)C=1C(=CC=C2C=C(C=C(C12)C1=C(C=2N=C(N=C(C2C=N1)N1C[C@@](CCC1)(O)C)OCC1(CC1)CN1CCOCC1)F)O)F (R)-1-(7-(8-ethyl-7-fluoro-3-hydroxynaphthalen-1-yl)-8-fluoro-2-((1-(morpholinomethyl)cyclopropyl)methoxy)pyrido[4,3-d]pyrimidin-4-yl)-3-methylpiperidin-3-ol